(3-methylphenyl)diphenyl-phosphonium benzenesulfonate C1(=CC=CC=C1)S(=O)(=O)[O-].CC=1C=C(C=CC1)[PH+](C1=CC=CC=C1)C1=CC=CC=C1